C1(CC1)CCC1=NNC(=C1)C=1C(=C(C(=CC1)O)N1CC(NS1(=O)=O)=O)F 5-(3-(3-(2-cyclopropylethyl)-1H-pyrazol-5-yl)-2-fluoro-6-hydroxyphenyl)-1,2,5-thiadiazolidin-3-one 1,1-dioxide